tert-butyl ((3S,4S)-3-hydroxy-1-(5-(trifluoromethyl)pyrimidin-2-yl)piperidin-4-yl)carbamate O[C@H]1CN(CC[C@@H]1NC(OC(C)(C)C)=O)C1=NC=C(C=N1)C(F)(F)F